C(C1=CC=CC=C1)OC(=O)C=1N(C=CC1C=1C=NC(=CC1)OCC1=CC=CC=C1)S(=O)(=O)N=[N+]=[N-] ({2-[(benzyloxy)carbonyl]-3-[6-(benzyloxy)pyridin-3-yl]-1H-pyrrol-1-yl}sulfonyl) azide